[Se].[V].[Cu] copper vanadium selenium